Cl.N1CC(C1)C1=NC=CC(=C1NC(=O)C=1C=NC(=NC1)C(C)C)C1=C(C=CC=C1)F N-(2-(azetidin-3-yl)-4-(2-fluorophenyl)pyridin-3-yl)-2-isopropylpyrimidine-5-carboxamide hydrochloric acid salt